2-(2-Hydroxypropan-2-yl)-N'-((1-methyl-1,2,3,5,6,7-hexahydro-s-indacen-4-yl)-carbamoyl)thiazole-5-sulfonimidamide OC(C)(C)C=1SC(=CN1)S(=O)(N)=NC(NC1=C2CCC(C2=CC=2CCCC12)C)=O